2-sulfo-3,3-dimethylpentanediol S(=O)(=O)(O)C(C(O)O)C(CC)(C)C